(R or S)-2-(6-chloropyridin-3-yl)-N-((R)-((S)-2,3-dihydro-1H-pyrido[2,3-b][1,4]oxazin-3-yl)(phenyl)methyl)propan-1-amine ClC1=CC=C(C=N1)[C@H](CN[C@H](C1=CC=CC=C1)[C@@H]1CNC2=C(O1)N=CC=C2)C |o1:7|